tert-butyl (3-((1S,3S)-3-butyl-6-methoxy-1,2,3,4-tetrahydroisoquinolin-1-yl)bicyclo[1.1.1]pentan-1-yl)carbamate C(CCC)[C@@H]1N[C@H](C2=CC=C(C=C2C1)OC)C12CC(C1)(C2)NC(OC(C)(C)C)=O